5-methoxy-2-((4,6-dichloropyrimidin-2-yl)thio)benzo[d]oxazole COC=1C=CC2=C(N=C(O2)SC2=NC(=CC(=N2)Cl)Cl)C1